NC=1OC(=CN1)C1=CC=C(C=C1)C1=CC(=NC=N1)NCCN1C(=CC2=C(C=CC(=C12)F)OC)C {6-[4-(2-Amino-oxazol-5-yl)-phenyl]-pyrimidin-4-yl}-[2-(7-fluoro-4-methoxy-2-methyl-indol-1-yl)-ethyl]-amin